CC1=C(C=C(C(=C1)C)C)S 2,4,5-trimethylthiophenol